Methyl 7-(3,4-dimethoxyphenyl)pyrazolo[1,5-a]pyrimidine-2-carboxylate COC=1C=C(C=CC1OC)C1=CC=NC=2N1N=C(C2)C(=O)OC